(E)-6-(6-(azetidin-3-yloxy)pyridin-3-yl)-N'-((2-fluoro-5-methoxypyridin-3-yl)methylene)pyrazine-2-carbohydrazide N1CC(C1)OC1=CC=C(C=N1)C1=CN=CC(=N1)C(=O)N/N=C/C=1C(=NC=C(C1)OC)F